O1C2=C(OCC1)C=C(C=C2)OC2CCN(CC2)C=2C=CC=1N(N2)C=NN1 6-(4-((2,3-dihydrobenzo[b][1,4]dioxin-6-yl)oxy)piperidin-1-yl)-[1,2,4]triazolo[4,3-b]pyridazine